N-[(1S)-1-[[6-chloro-5-[3,5-dimethyl-1-(2-trimethylsilylethoxymethyl)pyrazol-4-yl]-2-pyridyl]carbamoyl]-2,2-dicyclopropyl-ethyl]-3-isopropyl-triazole-4-carboxamide ClC1=C(C=CC(=N1)NC(=O)[C@H](C(C1CC1)C1CC1)NC(=O)C=1N(N=NC1)C(C)C)C=1C(=NN(C1C)COCC[Si](C)(C)C)C